(Z)-2-butenedioate C(\C=C/C(=O)[O-])(=O)[O-]